C(C)(C)N1N=CC=2C1=NC(=NC2NC=2N=CN(C2)C2=CC(=C(C(=C2)OC)OC)OC)C(CC(=O)N(C)C)C 3-(1-isopropyl-4-((1-(3,4,5-trimethoxyphenyl)-1H-imidazol-4-yl)amino)-1H-pyrazolo[3,4-d]pyrimidin-6-yl)-N,N-dimethylbutanamide